The molecule is a 4-hydroxymandelic acid that has S-configuration. It is a (2S)-2-hydroxy monocarboxylic acid and a 4-hydroxymandelic acid. It is a conjugate acid of a (S)-4-hydroxymandelate. It is an enantiomer of a (R)-4-hydroxymandelic acid. C1=CC(=CC=C1[C@@H](C(=O)O)O)O